NC=1C2=C(N=CN1)C(=NC(=C2)N2C[C@@H](CC2)O)C2=C(C(=CC=C2C)O)C (R)-1-((R)-4-amino-8-(3-hydroxy-2,6-dimethylphenyl)pyrido[3,4-d]pyrimidin-6-yl)pyrrolidin-3-ol